thiabenzo[b]phenanthroline N1SC=CC=2C=CC=3C=C4C(=NC3C12)C=CC=C4